C1(CC1)C=1N=CC2=C(C=CC=C2C1)C1=NN(C2=C1CN(CC2)C(C)=O)C2CCNCC2 1-[3-(3-cyclopropyl-8-isoquinolyl)-1-(4-piperidyl)-6,7-dihydro-4H-pyrazolo[4,3-c]pyridin-5-yl]ethanone